3-((2,4-Dimethoxybenzyl)(methyl)amino)-1-(2,6-Dimethoxypyridin-4-yl)propan-1-one COC1=C(CN(CCC(=O)C2=CC(=NC(=C2)OC)OC)C)C=CC(=C1)OC